9-(3,4-dichloro-5-fluorophenyl)-9H-carbazole-1,2,3,4,5,6,7,8-d8 ClC=1C=C(C=C(C1Cl)F)N1C2=C(C(=C(C(=C2C=2C(=C(C(=C(C12)[2H])[2H])[2H])[2H])[2H])[2H])[2H])[2H]